(R)-2-((5-chloro-2-hydroxyphenyl)(1H-indol-2-yl)methyl)-6-(4-(pyridin-4-yl)phenyl)isoindolin-1-one ClC=1C=CC(=C(C1)[C@@H](N1C(C2=CC(=CC=C2C1)C1=CC=C(C=C1)C1=CC=NC=C1)=O)C=1NC2=CC=CC=C2C1)O